BrC=1C=CC(=C(C1)N(CC#N)CCO)Cl 2-((5-bromo-2-chlorophenyl)(2-hydroxyethyl)amino)acetonitrile